Benzyl (1-hydroxy-1,3-dihydrobenzo[c][1,2]oxaborole-6-carbonyl)-L-prolinate OB1OCC2=C1C=C(C=C2)C(=O)N2[C@@H](CCC2)C(=O)OCC2=CC=CC=C2